(2S,4R)-2-((4-chlorobenzyl)carbamoyl)-4-hydroxypyrrolidine-1-carboxylic acid tert-butyl ester C(C)(C)(C)OC(=O)N1[C@@H](C[C@H](C1)O)C(NCC1=CC=C(C=C1)Cl)=O